C[Si](C1=CC=CC=C1)(C=C)C dimethyl-vinyl-phenyl-silane